Cl.C(C)N=C=NC1=CC(=CC=C1)N(C)C 1-ethyl-3-(3-dimethylaminophenyl)carbodiimide hydrochloride